C1(=CC=C(C=C1)CNC1=NC=NC(=C1)C1=CN=C2N1C=CC(=C2)OC)C2=CC=CC=C2 N-({[1,1'-Biphenyl]-4-yl}methyl)-6-{7-methoxyimidazo[1,2-a]pyridin-3-yl}pyrimidin-4-amine